carbonic acid 1-chloroethyl 2-[[(1,1-dimethylethoxy)carbonyl]amino]-1-methylethyl ester CC(C)(OC(=O)NCC(C)OC(OC(C)Cl)=O)C